Cl.N[C@H](C(=O)O)CC1(CC1)C (2S)-2-amino-3-(1-methylcyclopropyl)propionic acid hydrochloride